5,5'-dibromo-2,2'-diiodo-biphenyl BrC=1C=CC(=C(C1)C1=C(C=CC(=C1)Br)I)I